N1N=CC=C1C1CN(CCC1)C1=NC(=NC2=CC=CC=C12)N 4-(3-(1H-pyrazol-5-yl)piperidin-1-yl)quinazolin-2-amine